ClC=1C=C(C=CC1)C(C(C)O)=O (3-chlorophenyl)-2-hydroxy-1-propanone